FC=1C=C2C(=C(C(C2=CC1)CC1=CC=C(C=C1)C(C)C)C)CC(=O)N (E)-2-(5-fluoro-1-(4-isopropylbenzyl)-2-methyl-1H-inden-3-yl)acetamide